BrC1=C(C=CC=C1)C(O)C1=CC=C(C=C1)F (2-bromophenyl)(4-fluorophenyl)methanol